(R)-(4-(4-(3-methylmorpholino)-7-(pyridin-4-yl)thieno[3,2-d]pyrimidin-2-yl)phenyl)methylamine C[C@@H]1COCCN1C=1C2=C(N=C(N1)C1=CC=C(C=C1)CN)C(=CS2)C2=CC=NC=C2